N-propylcyclopropylamide hydrochloride Cl.C(CC)[N-]C1CC1